methyl 3-chloro-5-formylpicolinate ClC=1C(=NC=C(C1)C=O)C(=O)OC